[Si](C)(C)(C(C)(C)C)OCCCCN1C(=NC=2C=[N+](C=3C=CC=CC3C21)[O-])CC 1-(4-((tert-butyldimethylsilyl)oxy)butyl)-2-ethyl-1H-imidazo[4,5-c]Quinoline 5-oxide